P(OCCCCN1C2=CC=CC=C2C=2C=CC=CC12)([O-])=O 4-(9-carbazolyl)-butyl phosphonate